methyl (2S,3R)-3-((tert-butoxycarbonyl)amino)tetrahydro-2H-pyran-2-carboxylate C(C)(C)(C)OC(=O)N[C@H]1[C@H](OCCC1)C(=O)OC